(5RS)-3-[5-(3-chloro-2-fluorophenoxy)-3-methylpyridazin-4-yl]-5-(2-chloro-4-methylbenzyl)-5,6-dihydro-4H-1,2,4-oxadiazine ClC=1C(=C(OC=2C(=C(N=NC2)C)C2=NOC[C@H](N2)CC2=C(C=C(C=C2)C)Cl)C=CC1)F |r|